3-(3-methoxy-3-methylazetidin-1-yl)benzene-1,2-diamine COC1(CN(C1)C1=C(C(=CC=C1)N)N)C